FC(C(=O)O)(F)F.C(C)(C)C1=CC=C(C=C1)C1=CC(C1)NC 3-(4-Isopropylphenyl)-N-methylcyclobut-2-en-1-amine, Trifluoroacetate Salt